2-(3,4-dimethylphenyl)-N-(3-((1-(2,6-dioxopiperidin-3-yl)-2,5-dioxo-2,5-dihydro-1H-pyrrol-3-yl)amino)benzyl)acetamide CC=1C=C(C=CC1C)CC(=O)NCC1=CC(=CC=C1)NC=1C(N(C(C1)=O)C1C(NC(CC1)=O)=O)=O